ClC1=CC(=C(C(=C1)C(C)C)NC(=O)NS(=O)(=O)C=1C=C(C(=O)OC)C=CC1F)C(C)C methyl 3-(N-(4-chloro-2,6-diisopropylphenyl-carbamoyl) sulfamoyl)-4-fluorobenzoate